C(CCCCCCCCCCC)SCCC(=O)OCC(COC(CCSCCCCCCCCCCCC)=O)(COC(CCSCCCCCCCCCCCC)=O)COC(CCSCCCCCCCCCCCC)=O.NC=1C=C(C=CC1)NC(CC)=O N-(3-aminophenyl)propanamide 2,2-Bis[[3-(dodecylthio)-1-oxopropoxy]methyl]propane-1,3-diyl bis[3-(dodecyl thio) propionate]